N,N-dimethylamino acrylate C(C=C)(=O)ON(C)C